[Zr].[Au] gold-zirconium